NC1=C(C=NC(=N1)Cl)Cl 6-Amino-2,5-dichloropyrimidin